1,3-bis(2-ethyl-1,3,5,7-tetramethyl-1H-indol-4-yl)-1H-imidazole C(C)C=1N(C2=C(C=C(C(=C2C1C)N1CN(C=C1)C1=C2C(=C(N(C2=C(C=C1C)C)C)CC)C)C)C)C